CCCCCC=O The molecule is a saturated fatty aldehyde that is hexane in which one of the terminal methyl group has been mono-oxygenated to form the corresponding aldehyde. It has a role as a human urinary metabolite. It is a saturated fatty aldehyde, a n-alkanal and a medium-chain fatty aldehyde. It derives from a hydride of a hexane.